6-(4-fluorophenyl)-N-((2S)-2,5-diamino-4-hydroxypentyl)-1H-indole-2-carboxamide hydrogen chloride salt Cl.FC1=CC=C(C=C1)C1=CC=C2C=C(NC2=C1)C(=O)NC[C@H](CC(CN)O)N